bromo-2,2-dimethylbenzo[d][1,3]dioxole BrC1=CC=CC=2OC(OC21)(C)C